FC=1C=CC(=C(CC=2C=C(C=O)C=CC2)C1)C 3-(5-fluoro-2-methylbenzyl)benzaldehyde